4-(chloromethoxy)-2-(((3,5-dichloropyridin-4-yl)methyl)thio)-6,7-dihydro-5H-cyclopenta[d]pyrimidine ClCOC=1C2=C(N=C(N1)SCC1=C(C=NC=C1Cl)Cl)CCC2